C(C)(C)(C)OC(=O)N1C[C@@H](CC1)C(NCCCC1=NC=2NCCCC2C=C1)=O (R)-3-(3-(5,6,7,8-tetrahydro-1,8-naphthyridin-2-yl)propylcarbamoyl)pyrrolidine-1-carboxylic acid tert-butyl ester